ClC=1C=NC=C(C1[C@@H](C)OC=1C=C2C(=NNC2=CC1)/C=C/C=1C=NN(C1)CCO)Cl 4-[(1E)-2-[5-[(1R)-1-(3,5-dichloro-4-pyridinyl)ethoxy]-1H-indazol-3-yl]vinyl]-1H-pyrazole-1-ethanol